1-benzyl-4-(4-(tert-butyl)phenyl)-6-methyl-1,2,3,6-tetrahydropyridine C(C1=CC=CC=C1)N1CCC(=CC1C)C1=CC=C(C=C1)C(C)(C)C